2-[1-[2-[(1R,5S)-3-azabicyclo[3.1.0]hexan-3-yl]-6-fluoro-3-methyl-4-oxo-quinazolin-8-yl]ethylamino]benzoic acid [C@@H]12CN(C[C@H]2C1)C1=NC2=C(C=C(C=C2C(N1C)=O)F)C(C)NC1=C(C(=O)O)C=CC=C1